3-ethyl-5-(4-((1-isopropylpiperidin-4-yl)oxy)piperidin-1-yl)-2-(2-methylpyridin-4-yl)-1H-indole C(C)C1=C(NC2=CC=C(C=C12)N1CCC(CC1)OC1CCN(CC1)C(C)C)C1=CC(=NC=C1)C